C(C)OC(=O)C1=CC2=C(S1)C=CC=C2Cl 4-chlorobenzo[b]thiophene-2-carboxylic acid ethyl ester